C(C(=C)C)(=O)OCCC[Si](OC)(CCCOC(C(=C)C)=O)CCCOC(C(=C)C)=O tris(gamma-methacryloxypropyl)methoxysilane